C1(=CC=CC=C1)CCC(CC#C[Si](C(C)C)(C(C)C)C(C)C)ON=C1CCCCC1 cyclohexanone O-(1-phenyl-6-(triisopropylsilyl)-5-hexyn-3-yl) oxime